ClC1(C(P(CC1)OC(C1=CC=CC=C1)=O)(OC(C1=CC=CC=C1)=O)Cl)Cl trichloro-dibenzoyloxyphospholane